C(C=C)C1C(CCCC1)CC=C 1,2-diallylcyclohexane